1-(2,6-dichlorophenyl)-6-[[4-(2-hydroxyethoxy)phenyl]methyl]-3-propan-2-yl-2H-pyrazolo[3,4-d]pyrimidin-4-one ClC1=C(C(=CC=C1)Cl)N1NC(=C2C1=NC(=NC2=O)CC2=CC=C(C=C2)OCCO)C(C)C